ClC1=C(C(C=2C=CC(=NC2C1=O)C)=O)C=1C=CC(=C(C#N)C1)N1CCN(CC1)C 5-(7-chloro-2-methyl-5,8-dioxo-5,8-dihydroquinolin-6-yl)-2-(4-methylpiperazin-1-yl)benzonitrile